NC=1C(=C(C(=CC1)C(C)(C)C)O)C(C)(C)C 3-amino-2,6-di-tert-butylphenol